ClC1=CC=C(C=C1)C(=O)C1=CC=C(C=C1)SCCCCCCCC (4-chloro-phenyl)-(4-octylsulfanyl-phenyl)-methanone